2-((tert-butyldimethylsilyl)oxy)ethoxy-2-chloro-3-nitropyridine [Si](C)(C)(C(C)(C)C)OCCOC1=C(C(=NC=C1)Cl)[N+](=O)[O-]